(R)-7-amino-6-bromo-4-(3-(difluoromethyl)benzyl)-8-fluoro-2-methyl-2H-benzo[b][1,4]oxazin-3(4H)-one NC=1C(=CC2=C(O[C@@H](C(N2CC2=CC(=CC=C2)C(F)F)=O)C)C1F)Br